bis(2,6-di-tert-butyl-4-tolyl)pentaerythritol tetraphosphite P(O)(O)OC(C(COP(O)O)(COP(O)O)COP(O)O)(C1=CC(=C(C(=C1)C(C)(C)C)C)C(C)(C)C)C1=CC(=C(C(=C1)C(C)(C)C)C)C(C)(C)C